(S)-3-methyl-2-(4-methyl-1H-1,2,3-triazol-1-yl)butane CC([C@H](C)N1N=NC(=C1)C)C